C(C)(=O)O[C@H]1[C@H](O[C@@H]([C@H]([C@@H]1OC(C)=O)OC(C)=O)COC(C)=O)CCC#N 3-(2,3,4,6-Tetra-O-acetyl-α-D-glucopyranosyl)propionitrile